lithio 4-[2-(dimethylamino)ethoxy]-2-(trifluoromethyl)benzoate CN(CCOC1=CC(=C(C(=O)O[Li])C=C1)C(F)(F)F)C